CN(C1C[C@H]2CC[C@@H](C1)N2)C=2N=NC(=CC2)C2=CC=C(C=1N=NNC12)C=1C=NNC1 (1R,3S,5S)-N-methyl-N-[6-[7-(1H-pyrazol-4-yl)-3H-1,2,3-benzotriazol-4-yl]pyridazin-3-yl]-8-azabicyclo[3.2.1]octan-3-amine